tert-butyl 2-((6-chloro-3-(cyclopentylmethylcarbamoyl)pyridazin-4-ylamino)methyl)morpholine-4-carboxylate ClC1=CC(=C(N=N1)C(NCC1CCCC1)=O)NCC1CN(CCO1)C(=O)OC(C)(C)C